2-(4-Bromo-2,6-difluoro-phenyl)-propan-2-ol BrC1=CC(=C(C(=C1)F)C(C)(C)O)F